FC(C(=O)O)(F)F.C(=C)C1CNCC1 3-vinylpyrrolidine (trifluoroacetate)